[(4S)-7-chloro-6-(3-fluoro-2-pyridyl)-4-methyl-8-(trifluoromethyl)-4H-imidazo[1,2-a][1,4]benzodiazepin-2-yl]-(3-fluoroazetidin-1-yl)methanone ClC1=C(C=CC2=C1C(=N[C@H](C=1N2C=C(N1)C(=O)N1CC(C1)F)C)C1=NC=CC=C1F)C(F)(F)F